FC=1C=2C=3C=CC(=C(NCCCCOC4=CC(=CC(NC(=NC1)N2)=C4)CS(=O)(=N)C)C3)F 3,20-difluoro-10-[(S-methylsulfonimidoyl)methyl]-13-oxa-5,7,18,25-tetraazatetracyclo[17.3.1.12,6.18,12]pentacosa-1(23),2(25),3,5,8(24),9,11,19,21-nonaene